N-[4-({(3S)-3-[(2S)-1,2-dihydroxypropan-2-yl]piperidin-1-yl}methyl)-3-fluorophenyl]-1-(4-fluorophenyl)-3-methyl-1H-pyrazole-4-carboxamide OC[C@@](C)(O)[C@@H]1CN(CCC1)CC1=C(C=C(C=C1)NC(=O)C=1C(=NN(C1)C1=CC=C(C=C1)F)C)F